FC1=C(C=CC(=C1)F)C(CCO)(CN1N=CN=C1)O 3-(2,4-difluorophenyl)-4-(1H-1,2,4-triazol-1-yl)butane-1,3-diol